C1(CC1)N1N=CC(=C1)NC1=NC=C(C(=N1)C=1C=CC(=NC1)C(=O)O)C 5-(2-((1-Cyclopropyl-1H-pyrazol-4-yl)amino)-5-methylpyrimidin-4-yl)picolinic Acid